NC=1C2=C(N=CN1)C(=CS2)C(=O)NC2=C1C=CN=C(C1=CC=C2C)C(O)C=2C=NC(=CC2)N(C)C 4-Amino-N-(1-((6-(dimethylamino)pyridin-3-yl)(hydroxy)methyl)-6-methylisoquinolin-5-yl)thieno[3,2-d]pyrimidine-7-carboxamide